FC1=C(C=CC(=C1)F)C1=NC(=NC2=NC(=C(N=C12)C)C)N1C[C@@H](OCC1)C1=C2N(N=C1)CCC2 (2S)-4-[4-(2,4-difluorophenyl)-6,7-dimethyl-pteridin-2-yl]-2-(5,6-dihydro-4H-pyrrolo[1,2-b]pyrazol-3-yl)morpholine